FC=1C=CC(=NC1)C1=NN2C(CCCC2)=C1C1=C2C(=NC=C1)NC=C2 4-[2-(5-fluoro-2-pyridinyl)-4,5,6,7-tetrahydropyrazolo[1,5-a]pyridin-3-yl]-1H-pyrrolo[2,3-b]pyridine